ClC1=CC(=C(S1)C1=CC=C(C(=N1)C)O[C@@H]1C[C@H](CCC1)C(=O)OC)COC(N(CC1COC1)C)=O methyl (1S,3S)-3-((6-(5-chloro-3-(((methyl(oxetan-3-ylmethyl)carbamoyl)oxy)methyl)thiophen-2-yl)-2-methylpyridin-3-yl)oxy)cyclohexane-1-carboxylate